N-(2-sulfamylethyl)-4-(8,9,10,11-tetrahydro-3H-pyrazolo[4,3-a]phenanthridin-7-yl)benzamide S(N)(=O)(=O)CCNC(C1=CC=C(C=C1)C1=NC2=CC=C3C(=C2C=2CCCCC12)C=NN3)=O